C(C)(C)(C)OC(=O)NC[C@@H]1OCC(NC1)C1=CC=C(C=C1)N1C(N=C(C=C1)NC(=O)N1CCN(CC1)C(C(C)(C)NC(OC(C)(C)C)=O)=O)=O tert-butyl (1-(4-((1-(4-((6R)-6-(((tert-butoxycarbonyl)amino)methyl)morpholin-3-yl)phenyl)-2-oxo-1,2-dihydropyrimidin-4-yl)carbamoyl)piperazin-1-yl)-2-methyl-1-oxopropan-2-yl)carbamate